tert-Butyl (4-(hydroxymethyl)bicyclo[2.2.1]heptan-1-yl)carbamate OCC12CCC(CC1)(C2)NC(OC(C)(C)C)=O